CC1=CC2=C(N=C(O2)CSC=2NC(C3=C(N2)N(N=C3)C3CCOCC3)=O)C=C1 6-(((6-methylbenzo[d]oxazol-2-yl)methyl)thio)-1-(tetrahydro-2H-pyran-4-yl)-1,5-dihydro-4H-pyrazolo[3,4-d]pyrimidin-4-one